4-methoxyl-indole O(C)C1=C2C=CNC2=CC=C1